(R/S)-6-[3-(Difluoromethyl)phenyl]-3-methyl-1-(oxetan-2-ylmethyl)imidazo[4,5-b]pyridin-2-on FC(C=1C=C(C=CC1)C=1C=C2C(=NC1)N(C(N2C[C@@H]2OCC2)=O)C)F |r|